octandioic acid C(CCCCCCC(=O)O)(=O)O